CC=1C=C(C=CC1OC=1C=CC2=CN(N=C2C1)C)NC=1C2=C(N=CN1)C=CC(=N2)OC2CCN(CC2)C(=O)OC(C)(C)C tert-butyl 4-((4-((3-methyl-4-((2-methyl-2H-indazol-6-yl)oxy)phenyl)amino)pyrido[3,2-d]pyrimidin-6-yl)oxy)piperidine-1-carboxylate